non-5-ene diethyl-phosphate C(C)OP(=O)(OCC)O.CCCCC=CCCC